C(COCCC#N)C#N oxydipropionitrile